ClC=1C=C2C(=C3C1NC(NC31CCCCC1)=O)OC(=N2)CN2C[C@@H](CC2)OCC 5-chloro-2-{[(3R)-3-ethoxypyrrolidin-1-yl]methyl}-7,8-dihydro-6H-spiro[[1,3]oxazolo[5,4-f]quinazoline-9,1'-cyclohexane]-7-one